C(C)OC1=CC=C(C=C1)C1=CN=CC(=N1)C(=O)N/N=C/C1=CC(=NC=C1)OC (E)-6-(4-ethoxyphenyl)-N'-((2-methoxypyridin-4-yl)methylene)pyrazine-2-carbohydrazide